2-[1-(3-Chlorophenyl)-3-(cyclopropylmethylcarbamoyl)-7-oxo-4,5-dihydropyrazolo[3,4-c]pyridin-6-yl]-6,8-dihydro-5H-pyrido[3,4-d]pyrimidine-7-carboxylic acid tert-butyl ester C(C)(C)(C)OC(=O)N1CC=2N=C(N=CC2CC1)N1C(C2=C(CC1)C(=NN2C2=CC(=CC=C2)Cl)C(NCC2CC2)=O)=O